(S)-N2-(azepan-3-yl)-N4-(quinolin-2-yl)-5-(trifluoromethyl)pyrimidine-2,4-diamine N1C[C@H](CCCC1)NC1=NC=C(C(=N1)NC1=NC2=CC=CC=C2C=C1)C(F)(F)F